3-(lauroyloxypropyldimethylammonio)-2-hydroxypropanesulfonate C(CCCCCCCCCCC)(=O)OCCC[N+](CC(CS(=O)(=O)[O-])O)(C)C